ethyl 3-fluoro-5-[2-methoxy-4-(trifluoromethoxy)phenoxy]-2-(trifluoromethyl)isonicotinate FC1=C(C(=O)OCC)C(=CN=C1C(F)(F)F)OC1=C(C=C(C=C1)OC(F)(F)F)OC